3-(5-(methyl(2-(methylamino)cyclohexyl)amino)-1-oxoisoindolin-2-yl)piperidine-2,6-dione CN(C=1C=C2CN(C(C2=CC1)=O)C1C(NC(CC1)=O)=O)C1C(CCCC1)NC